C(#N)COC=1C=C(C(=O)O)C=CC1 3-(cyanomethoxy)benzoic acid